6-(3-(trimethylsilyl)phenyl)pyrido[3,2-d]pyrimidin-2-d-4-amine C[Si](C=1C=C(C=CC1)C=1C=CC=2N=C(N=C(C2N1)N)[2H])(C)C